FC1=C2C=CN(C2=C(C=C1)C)C1=CC(=CC=C1)N1CCC(CC1)C(C)C 4-fluoro-N-(3-(4-isopropylpiperidin-1-yl)phenyl)-7-methyl-1H-indole